C(CCC)C=1N(C2=C(C(=NC=3C=CC=CC23)N)N1)OCCCCC1=NOC(=N1)CCCCCCCCCCCCCCCCC 2-butyl-1-(4-(5-heptadecyl-1,2,4-oxadiazol-3-yl)butoxy)-1H-imidazo[4,5-c]quinolin-4-amine